(3-(4,4-bis(methoxymethyl)-cyclohexyl)-2-((methyl(2-(methylamino)ethyl)amino)-methyl)-6,7-dihydropyrazolo-[1,5-a]pyrazin-5(4H)-yl)-(tetrahydrofuran-2-yl)-methanone COCC1(CCC(CC1)C=1C(=NN2C1CN(CC2)C(=O)C2OCCC2)CN(CCNC)C)COC